(2S,11aR)-N-[(2,4-Difluorophenyl)methyl]-6-hydroxy-3-[2-(methylthio)ethyl]-5,7-dioxo-2,3,5,7,11,11a-hexahydro[1,3]oxazolo[3,2-a]pyrido[1,2-d]pyrazine-8-carboxamide FC1=C(C=CC(=C1)F)CNC(=O)C=1C(C(=C2N(C[C@@H]3N(C2=O)C(CO3)CCSC)C1)O)=O